tert-butyl-6,7-dihydro-1H-pyrazolo[4,3-c]pyridine-5(4H)-carboxylate C(C)(C)(C)OC(=O)N1CC2=C(CC1)NN=C2